bis(1-(2,4-difluorophenyl)-3-pyrrolyl)dicyclopentadienyl-titanium FC1=C(C=CC(=C1)F)N1C=C(C=C1)[Ti](C1C=CC=C1)(C1C=CC=C1)C1=CN(C=C1)C1=C(C=C(C=C1)F)F